9H-fluoren-9-ylmethyl (2R,3R)-3-[[(R)-tert-butylsulfinyl]amino]-2-[2-methyl-3-(trideuteriomethoxy)phenyl]pyrrolidine-1-carboxylate C(C)(C)(C)[S@@](=O)N[C@H]1[C@H](N(CC1)C(=O)OCC1C2=CC=CC=C2C=2C=CC=CC12)C1=C(C(=CC=C1)OC([2H])([2H])[2H])C